(2S,4R)-1-((anthracene-2-carbonyl)glycyl)-N-((R)-1-(4-carbamimidoylthiophen-2-yl)ethyl)-4-methoxypyrrolidine-2-carboxamide C1=C(C=CC2=CC3=CC=CC=C3C=C12)C(=O)NCC(=O)N1[C@@H](C[C@H](C1)OC)C(=O)N[C@H](C)C=1SC=C(C1)C(N)=N